BrC=1C=C(C(=NC1)N)SC1=CC=CC=C1 5-bromo-3-(phenylsulfanyl)pyridin-2-amine